N-[(6-Amino-2-pyridyl)sulfonyl]-6-(3-fluoro-5-isopropoxyphenyl)-2-(4-methyl-1-piperidyl)pyridin-3-carboxamid NC1=CC=CC(=N1)S(=O)(=O)NC(=O)C=1C(=NC(=CC1)C1=CC(=CC(=C1)OC(C)C)F)N1CCC(CC1)C